COC(CCN(C)C(C=C)=O)=O N-acryloyl-N-methyl-β-alanine methyl ester